N-(5-aminopyridin-2-yl)-2-bromothiazole-4-carboxamide NC=1C=CC(=NC1)NC(=O)C=1N=C(SC1)Br